1-(2-aminopropyl)-piperazine NC(CN1CCNCC1)C